CC1=C2N(C=3C=CC=CC13)CCC2 9-methyl-2,3-dihydro-1H-pyrrolo[1,2-a]indole